C(C)(C)C1C2CCCCCC=C12 9-isopropylbicyclo[6.1.0]nonaene